O[C@H](COC=1C=C(C=CC1)S(=O)(=O)N[C@@H](CO)C)CNC1COC2(C1)CCN(CC2)S(=O)(=O)C2=CC1=CC=CC=C1C=C2 3-((2S)-2-hydroxy-3-(8-(naphthalen-2-ylsulfonyl)-1-oxa-8-azaspiro[4.5]decan-3-ylamino)propoxy)-N-((R)-1-hydroxypropan-2-yl)benzenesulfonamide